C(#N)C=1OC2=C(C1C(=O)OCC)C=C(C=C2)OCC2=C(N=CS2)C ethyl 2-cyano-5-((4-methylthiazol-5-yl)methoxy)benzofuran-3-carboxylate